C(C)(=O)N1CCC(CC1)COC1=CC(=C2C(NC(=NC2=C1)CCl)=O)F 7-((1-acetylpiperidin-4-yl)methoxy)-2-(chloromethyl)-5-fluoroquinazolin-4(3H)-one